2-chloro-4-[1-methyl-5-[(1-tetrahydropyran-2-yl-indazol-5-yl)amino]-1,2,4-triazol-3-yl]Phenol ClC1=C(C=CC(=C1)C1=NN(C(=N1)NC=1C=C2C=NN(C2=CC1)C1OCCCC1)C)O